ClC=1C=C(C=CC1Cl)C=1N(C(=CC(C1C(=O)O)=O)CN1C(CCC1)=O)CC 2-(3,4-dichlorophenyl)-1-ethyl-4-oxo-6-[(2-oxopyrrolidin-1-yl)methyl]pyridine-3-carboxylic acid